methyl ethyl-L-lactate C(C)[C@](C(=O)OC)(O)C